N-[4-(2-hydroxypropan-2-yl)phenyl]-7-methyl-4-oxo-5-[2-(2,2,2-trifluoroethoxy)phenyl]-4,5-dihydropyrazolo[1,5-a]pyrazine-3-carboxamide OC(C)(C)C1=CC=C(C=C1)NC(=O)C=1C=NN2C1C(N(C=C2C)C2=C(C=CC=C2)OCC(F)(F)F)=O